p-fluorobenzophenone C1=CC=C(C=C1)C(=O)C2=CC=C(C=C2)F